C(C)(SC(CNC(=O)OC(C)(C)C)([2H])[2H])=O S-(2-((tert-butoxycarbonyl) amino) ethyl-1,1-d2) ethanethioate